8-((3R,4R)-4-(3-Isopropylphenoxy)-3-methylpiperidin-1-yl)-5-methyl-6-oxo-5,6-dihydro-1,5-naphthyridin-2-carbonitril C(C)(C)C=1C=C(O[C@H]2[C@@H](CN(CC2)C2=CC(N(C=3C=CC(=NC23)C#N)C)=O)C)C=CC1